FC(C(NC1=CC=C(C=C1)C1=CC2=C(N=CN=C2N2CCOCC2)N1)[C@@H]1CN(CC1)[C@@H]1CN(CC1)C(C=C)=O)(F)F 1-((3S,3'S)-3-(2,2,2-trifluoro-1-((4-(4-morpholino-7H-pyrrolo[2,3-d]pyrimidin-6-yl)phenyl)amino)ethyl)-[1,3'-bipyrrolidin]-1'-yl)prop-2-en-1-one